Lithium N-t-butyl-acrylamide C(C)(C)(C)NC(C=C)=O.[Li]